chloro-7-methyl-9-(tetrahydro-2H-thiopyran-4-yl)-7,9-dihydro-8H-purin-8-one ClC1=NC=C2N(C(N(C2=N1)C1CCSCC1)=O)C